2-(1-tert-Butoxycarbonyl-3-methyl-indolin-3-yl)-2-oxo-ethanediazonium C(C)(C)(C)OC(=O)N1CC(C2=CC=CC=C12)(C)C(C[N+]#N)=O